N1C=NC2=C1C=CC=C2C#N 1H-benzimidazole-4-carbonitrile